(R)-2-((N-ethylsulfamoyl)amino)-N-(1-(8-ethynyl-1-oxo-2-phenyl-1,2-dihydrocyclopenta[de]isoquinolin-3-yl)ethyl)pyrazolo[1,5-a]pyrimidine-3-carboxamide C(C)NS(=O)(=O)NC1=NN2C(N=CC=C2)=C1C(=O)N[C@H](C)C=1N(C(C=2C(=CC=C3C2C1C=C3)C#C)=O)C3=CC=CC=C3